(4-chloro-3-fluoro-phenyl)-methanol ClC1=C(C=C(C=C1)CO)F